ClC=1C=C(C=CC1OC(F)(F)F)NC(=O)C1[C@H]2CC=3C(=CNC(C3)=O)[C@H]1CC2 (6R,9S)-N-(3-chloro-4-(trifluoromethoxy)phenyl)-3-oxo-3,5,6,7,8,9-hexahydro-2H-6,9-methanocyclohepta[c]pyridine-10-carboxamide